(3-tert-butylphenyl-(sulfamoyl)phenyl)-1-(pyridin-3-ylmethyl)urea C(C)(C)(C)C=1C=C(C=CC1)C=1C(=C(C=CC1)N(C(=O)N)CC=1C=NC=CC1)S(N)(=O)=O